4-chloro-7-fluoro-6,7-dihydro-5H-cyclopenta[b]pyridine ClC1=C2C(=NC=C1)C(CC2)F